5-(difluoromethoxy)-1-((2-(3-fluoro-5-methoxyphenyl)pyrimidin-5-yl)methyl)-1H-indazole FC(OC=1C=C2C=NN(C2=CC1)CC=1C=NC(=NC1)C1=CC(=CC(=C1)OC)F)F